2-[3-methyl-4-[[(3R)-1-(2-hydroxyethyl)-3-piperidinyl]amino]isoxazolo[4,5-d]pyridazin-7-yl]-5-(trifluoromethyl)phenol formate salt C(=O)O.CC1=NOC2=C1C(=NN=C2C2=C(C=C(C=C2)C(F)(F)F)O)N[C@H]2CN(CCC2)CCO